tert-butyl (R,E)-4-(5-(2-(6-(1H-imidazol-1-yl)pyridin-3-yl)vinyl)pyrimidin-2-yl)-2-(methoxymethyl)piperazine-1-carboxylate N1(C=NC=C1)C1=CC=C(C=N1)/C=C/C=1C=NC(=NC1)N1C[C@@H](N(CC1)C(=O)OC(C)(C)C)COC